C(CC)OC1=CC=C(OC2CN(C2)C=2C(=C(C(=O)OC)C=CC2)N2C=CC=C2)C=C1 Methyl 3-(3-(4-propoxyphenoxy)azetidin-1-yl)-2-(1H-pyrrol-1-yl)benzoate